8-((2-(2,6-dioxopiperidin-3-yl)-1,3-dioxoisoindol-4-yl)oxy)octanamide O=C1NC(CCC1N1C(C2=CC=CC(=C2C1=O)OCCCCCCCC(=O)N)=O)=O